3-hydroxy-1-{2-[1-(2-methoxyethyl)pyrazol-4-ylsulfonyl]-4H,6H-pyrrolo[3,4-c]pyrazol-5-yl}propan-1-one OCCC(=O)N1CC2=NN(C=C2C1)S(=O)(=O)C=1C=NN(C1)CCOC